1-(4-iodobenzofuran-7-yl)-3-(5-(1-(trifluoromethyl)cyclopropyl)isoxazol-3-yl)urea IC1=CC=C(C2=C1C=CO2)NC(=O)NC2=NOC(=C2)C2(CC2)C(F)(F)F